CC(CCCCCCCCCCCCCCCCC)([NH-])C dimethyl-octadecylamide